(E)-2,2',2''-(10-(2-((2-(3-(3-hydroxy-4-methoxyphenyl)acrylamido)ethyl)amino)-2-oxoethyl)-1,4,7,10-tetraazacyclododecane-1,4,7-triyl)triacetic acid OC=1C=C(C=CC1OC)/C=C/C(=O)NCCNC(CN1CCN(CCN(CCN(CC1)CC(=O)O)CC(=O)O)CC(=O)O)=O